3,5-bistrifluoromethylphenyl-magnesium bromide FC(C=1C=C(C=C(C1)C(F)(F)F)[Mg]Br)(F)F